2-(3-((2-methoxyethyl)(methyl)amino)propoxy)pyridin COCCN(CCCOC1=NC=CC=C1)C